N=1N(N=CC1)C1=C(C=C(C=N1)NC(C1=C(C=C(C(=C1)F)C1=C(C(=NC=C1N)F)C#C)Cl)=O)C(F)(F)F N-(6-(2H-1,2,3-triazol-2-yl)-5-(trifluoromethyl)pyridin-3-yl)-4-(5-amino-3-ethynyl-2-fluoropyridin-4-yl)-2-chloro-5-fluorobenzamide